5-(3-heptyloxybenzoyl)amino-3-(1-hexyl-1,2,3,6-tetrahydropyridin-4-yl)-1H-indole C(CCCCCC)OC=1C=C(C(=O)NC=2C=C3C(=CNC3=CC2)C=2CCN(CC2)CCCCCC)C=CC1